Cl.COC=1C=C2CN(CC2=CC1)C1=NC=CC(=N1)C(=N)N 2-(5-methoxyisoindolin-2-yl)pyrimidin-4-carboxamidine hydrochloride